2,3,3-trimethyloctan-4-one oxime CC(C)C(C(CCCC)=NO)(C)C